NC1=CC(=C(C=C1C)N=NC1=CC(=C(C=C1OCCCS(=O)(=O)O)N=NC1=CC=C2C=CC=CC2=C1)Cl)C 7-({4-[(4-amino-2,5-dimethylphenyl)diazenyl]-2-chloro-5-(3-sulfopropoxy)phenyl}diazenyl)naphthalene